2-Chloro-N-((tetrahydro-2H-pyran-4-yl)methyl)-7,8-dihydro-5H-pyrano[4,3-d]pyrimidin-4-amine ClC=1N=C(C2=C(N1)CCOC2)NCC2CCOCC2